BrC1=CC(=C(C=C1)CC(=O)NC1=NOC(=C1)C1(CCCC1)C)CO 2-[4-bromo-2-(hydroxymethyl)phenyl]-N-[5-(1-methylcyclopentyl)isoxazol-3-yl]acetamide